tert-Butyl 4-(2,3-difluoropropoxy)piperidine-1-carboxylate FC(COC1CCN(CC1)C(=O)OC(C)(C)C)CF